(S)-3-(4-(8-amino-3-methylimidazo[1,5-a]pyrazin-1-yl)benzylamino)-6-cyano-N-(1-(3,4-difluorophenyl)ethyl)pyrazine-2-carboxamide NC=1C=2N(C=CN1)C(=NC2C2=CC=C(CNC=1C(=NC(=CN1)C#N)C(=O)N[C@@H](C)C1=CC(=C(C=C1)F)F)C=C2)C